NC=1C=C2C(=NC=NC2=CC1)NC1=CC(=CC=C1)C 6-amino-4-(3-methylphenylamino)-quinazoline